CN(C)C(=O)C1=CC=C(C=C1)I 4-iodo-N,N-dimethylbenzamide